FC(C=1C=CC2=C(NC3=C(NC2=O)C=CC=C3)C1)(F)F 3-(Trifluoromethyl)-5,10-dihydro-11H-dibenzo[b,e][1,4]diazepin-11-one